C1(=CC=C(C=C1)C1=NC(=NC(=N1)C1=CC(=NC=C1)Cl)C1=CC=CC=C1)C1=CC=CC=C1 2-([1,1'-biphenyl]-4-yl)-4-(2-chloropyridin-4-yl)-6-phenyl-1,3,5-triazine